5-propylpyridin-2-ol C(CC)C=1C=CC(=NC1)O